2-Fluoroethyl (2R,3S,5R)-2-((((1S,3S,6R)-6-(5-fluoropyrimidin-2-yl)bicyclo[4.1.0]heptan-3-yl)oxy)methyl)-5-methyl-3-(methylsulfonamido)pyrrolidine-1-carboxylate FC=1C=NC(=NC1)[C@]12CC[C@@H](C[C@@H]2C1)OC[C@@H]1N([C@@H](C[C@@H]1NS(=O)(=O)C)C)C(=O)OCCF